CC1=NC(=CC=C1O[C@@H]1C[C@H](CCC1)C(=O)O)C=1N=NN(C1CN1N=C(N=N1)OC(C)C)C (1S,3S)-3-{[2-methyl-6-(1-methyl-5-{[5-(propan-2-yloxy)-2H-1,2,3,4-tetrazol-2-yl]methyl}-1H-1,2,3-triazol-4-yl)pyridin-3-yl]oxy}cyclohexane-1-carboxylic acid